C(C)(=O)NCCCNCCCCNCCCN acetyl-spermine